ClC(C1=CC(=NC(=C1)C1=C(C=CC=C1)C)C1=C(C=CC=C1)C)(F)F 4-(chlorodifluoromethyl)-2,6-di-o-tolylpyridine